2-(2,4-dimethoxyphenylamino)-4-(phenylamino)pyrimidine-5-carboxamide COC1=C(C=CC(=C1)OC)NC1=NC=C(C(=N1)NC1=CC=CC=C1)C(=O)N